C5-Fluorouridin FC=1C(NC(N([C@H]2[C@H](O)[C@H](O)[C@@H](CO)O2)C1)=O)=O